di(methylcyclohexyl) adipate CC1(CCCCC1)OC(=O)CCCCC(=O)OC2(CCCCC2)C